C(C)(C)(C)OC(=O)N(C=1C=2N(C=CC1C)N=CC2C(=O)O)C 4-[Tert-butoxycarbonyl-(methyl)amino]-5-methyl-pyrazolo[1,5-a]pyridine-3-carboxylic acid